CS(=O)(=O)N1CCN(CC1)CCCC1=NC=2C(=C3C(=NC2N)C=C(S3)C3=NNC=C3)N1 2-(3-(4-(methylsulfonyl)piperazin-1-yl)propyl)-7-(1H-pyrazol-3-yl)-1H-imidazo[4,5-d]thieno[3,2-b]pyridin-4-amine